ClC=1C(=NC(=NC1)N[C@@H]1C[C@H]2CO[C@@H]([C@H]1O)O2)C2=CC(=C1C=3N(CC(N(C23)C)=O)C(=N1)C(C)(C)O)F 7-(5-chloro-2-(((1S,3R,4S,5R)-4-hydroxy-6,8-dioxabicyclo[3.2.1]octan-3-yl)amino)pyrimidin-4-yl)-9-fluoro-2-(2-hydroxypropan-2-yl)-6-methyl-4H-imidazo[1,5,4-de]quinoxalin-5(6H)-one